ClC(CNC(OCC1C2=CC=CC=C2C=2C=CC=CC12)=O)=O (9H-fluoren-9-yl)methyl (2-chloro-2-oxoethyl)carbamate